[Na+].[Na+].[Na+].C(C)(=O)[O-].C(C)(=O)[O-].C(C)(=O)[O-] triacetic acid trisodium salt